1-propyl-3-methylimidazolium hexafluoroantimonate F[Sb-](F)(F)(F)(F)F.C(CC)N1C=[N+](C=C1)C